4-((9-(6-methoxy-5-(6-(trifluoromethyl)pyridinecarboxamido)-2H-indazol-2-yl)-3-azaspiro[5.5]undec-3-yl)methyl)piperidine-1-carboxylic acid tert-butyl ester C(C)(C)(C)OC(=O)N1CCC(CC1)CN1CCC2(CC1)CCC(CC2)N2N=C1C=C(C(=CC1=C2)NC(=O)C2=NC(=CC=C2)C(F)(F)F)OC